(S)-4-((3-fluoropyridin-2-yl)thio)-6-(1-(1-(2-methoxypropyl)piperidin-4-yl)-5-methyl-1H-pyrazol-4-yl)pyrazolo[1,5-a]pyridine-3-carbonitrile FC=1C(=NC=CC1)SC=1C=2N(C=C(C1)C=1C=NN(C1C)C1CCN(CC1)C[C@H](C)OC)N=CC2C#N